1-(4-(7-(benzyloxy)-2H-chromen-4-yl)-2-fluorophenyl)-4-(dimethoxymethyl)piperidine C(C1=CC=CC=C1)OC1=CC=C2C(=CCOC2=C1)C1=CC(=C(C=C1)N1CCC(CC1)C(OC)OC)F